N1CCC(C2=CC=CN=C12)C#N 1,2,3,4-tetrahydro-1,8-naphthyridine-4-carbonitrile